BrC1=C(C=C2C(=NC(=NC2=C1F)OC[C@]12CCCN2C[C@@H](C1)F)N1CC=2N(CCC1)N=C(C2C)C(=O)NC)F 5-(7-bromo-6,8-difluoro-2-(((2R,7aS)-2-fluorohexahydro-1H-pyrrolizin-7a-yl)methoxy)quinazolin-4-yl)-N,3-dimethyl-5,6,7,8-tetrahydro-4H-pyrazolo[1,5-a][1,4]diazepine-2-carboxamide